C(C)(C)(C)OC(=O)N1CCC(CC1)C=1C=C2C3=C(NC2=CC1)N=CNC3=O 4-(4-oxo-4,9-dihydro-3H-pyrimido[4,5-b]indol-6-yl)piperidine-1-carboxylic acid tert-butyl ester